4-(4-Benzylpiperazin-1-yl)-6-bromo-1-methyl-2-oxo-1,2-dihydro-1,5-naphthyridine-3-carbonitrile C(C1=CC=CC=C1)N1CCN(CC1)C1=C(C(N(C2=CC=C(N=C12)Br)C)=O)C#N